N-(bis(3-(tributylsilyl)phenyl)phosphaneyl)-N-(2,3-dihydro-1H-inden-2-yl)-1,1-bis(4-(tributylsilyl)phenyl)phosphanamine C(CCC)[Si](C=1C=C(C=CC1)P(N(P(C1=CC=C(C=C1)[Si](CCCC)(CCCC)CCCC)C1=CC=C(C=C1)[Si](CCCC)(CCCC)CCCC)C1CC2=CC=CC=C2C1)C1=CC(=CC=C1)[Si](CCCC)(CCCC)CCCC)(CCCC)CCCC